2-(4,6-dimethoxypyrimidin-2-yloxy)benzaldehyde oxime COC1=NC(=NC(=C1)OC)OC1=C(C=NO)C=CC=C1